COC(CC1=C(C=C(C=C1)OCC[C@H]1[C@H](C1)C1CCN(CC1)C1=NC=C(C=N1)COC)F)=O.C1(CCCCC1)S(=O)(=O)C(=[N+]=[N-])S(=O)(=O)C1=C(C(=C(C=C1)CC)CC)CC cyclohexylsulfonyl-(2,3,4-triethylphenylsulfonyl)diazomethane methyl-2-(2-fluoro-4-(2-((1S,2R)-2-(1-(5-(methoxymethyl)pyrimidin-2-yl)piperidin-4-yl)cyclopropyl)ethoxy)phenyl)acetate